1-imidazo[1,2-a]pyridin-7-yloxycyclopentane-carbonitrile N=1C=CN2C1C=C(C=C2)OC2(CCCC2)C#N